FC(C(=O)O)(F)F.FC(CN1CC2NC(C1)C2)(F)F 3-(2,2,2-trifluoroethyl)-3,6-diazabicyclo[3.1.1]heptane trifluoroacetate